Cl.Cl.NCC=1NC(NC1)=O 4-(aminomethyl)-1,3-dihydro-2H-imidazol-2-one dihydrochloride